7-chloro-3-(5-methoxy-4-methylpyridin-3-yl)-1-methyl-1,6-naphthyridin-2-one ClC1=NC=C2C=C(C(N(C2=C1)C)=O)C=1C=NC=C(C1C)OC